3-(1,3-dithian-2-yl)-1-phenyl-4-(thiophen-2-yl)-1H-pyrazole S1C(SCCC1)C1=NN(C=C1C=1SC=CC1)C1=CC=CC=C1